2-chloro-N,5-dimethyl-7,8-dihydro-6H-cyclopenta[b][1,8]naphthyridin-4-amine ClC=1C=C(C=2C(=C3C(=NC2N1)CCC3)C)NC